COC=1C=C(C=C(C1)OC1CCOCC1)NC1=CC=NC2=CC=CC=C12 N-(3-Methoxy-5-((tetrahydro-2H-pyran-4-yl)oxy)phenyl)quinolin-4-amine